tert-butyl (2S,4S)-2-(2-((tert-butyldimethylsilyl)oxy)ethyl)-4-(4,8-dichloro-7-(8-chloronaphthalen-1-yl)-6-fluoro-1H-pyrazolo[4,3-c]quinolin-1-yl)piperidine-1-carboxylate [Si](C)(C)(C(C)(C)C)OCC[C@H]1N(CC[C@@H](C1)N1N=CC=2C(=NC=3C(=C(C(=CC3C21)Cl)C2=CC=CC1=CC=CC(=C21)Cl)F)Cl)C(=O)OC(C)(C)C